1,5-bis-diphenylphosphinopentane C1(=CC=CC=C1)P(CCCCCP(C1=CC=CC=C1)C1=CC=CC=C1)C1=CC=CC=C1